CN1N=C(C(=C1)C)N1C(N(C=C(C1=O)C(=O)N)C(C)C)=O 3-(1,4-dimethyl-1H-pyrazol-3-yl)-1-isopropyl-2,4-dioxo-1,2,3,4-tetrahydropyrimidine-5-carboxamide